imidazole-4-valeric acid N1C=NC(=C1)CCCCC(=O)O